3,3'-thiopropionic acid C(CSCCC(=O)O)C(=O)O